C1(=CC=CC=C1)C=1N=CC(=NC1)CC=1OC=C(N1)C(=O)O 2-((5-phenylpyrazin-2-yl)methyl)oxazole-4-carboxylic acid